piperidine-3-carboxylic acid isopropyl-methyl-amide C(C)(C)N(C(=O)C1CNCCC1)C